3,4-dichloro-N-((3S,4R)-1-(5-(2-hydroxypropan-2-yl)oxazol-2-yl)-3-methoxypiperidin-4-yl)-5-methyl-1H-pyrrole-2-carboxamide ClC1=C(NC(=C1Cl)C)C(=O)N[C@H]1[C@H](CN(CC1)C=1OC(=CN1)C(C)(C)O)OC